COC(=O)C1=CC(=CN1C)C1=CC=C(C=C1)NC(=O)C1=CC(=CN1C)NC(CCCC(=O)O)=O 5-((5-((4-(5-(Methoxycarbonyl)-1-methyl-1H-pyrrol-3-yl)phenyl)carbamoyl)-1-methyl-1H-pyrrol-3-yl)amino)-5-oxopentanoic acid